9-(2-amino-6-(4-(trifluoromethyl)-1H-pyrazol-1-yl)pyrimidin-4-yl)-1-(3,4-difluorophenyl)-3-oxa-1,9-diazaspiro[5.5]undecan-2-one NC1=NC(=CC(=N1)N1CCC2(CCOC(N2C2=CC(=C(C=C2)F)F)=O)CC1)N1N=CC(=C1)C(F)(F)F